FC1=CC=C(C=C1)CC(=O)NC1=CC=C(COC(=O)N[C@@H](COCC(C)(C)O)C(=O)[O-])C=C1 ((4-(2-(4-fluorophenyl)acetamido)benzyl)oxycarbonyl)-O-(2-hydroxy-2-methylpropyl)-L-serinate